tri(pyrrolidin-1-yl)phosphonium hexafluorophosphate F[P-](F)(F)(F)(F)F.N1(CCCC1)[PH+](N1CCCC1)N1CCCC1